ClC1=CC(=C(C=C1Cl)O)[C@H](C1CCNCC1)O (S)-4,5-dichloro-2-(hydroxy(piperidin-4-yl)methyl)phenol